CS(=O)(=O)C1(CC1)C=1OC(=CN1)C(=O)O 2-(1-methanesulfonylcyclopropyl)oxazole-5-carboxylic acid